ClC1=C(C=CC=C1Cl)N1CCC(CC1)CCN[C@@H]1CC2=C(N=C(S2)N)CC1 (S)-N6-(2-(1-(2,3-dichlorophenyl)piperidin-4-yl)ethyl)-4,5,6,7-tetrahydrobenzo[d]thiazole-2,6-Diamine